4'-(1,1,1,3,3,3-hexafluoro-2-hydroxypropan-2-yl)-2-methyl-[1,1'-biphenyl]-4-carbaldehyde FC(C(C(F)(F)F)(O)C1=CC=C(C=C1)C1=C(C=C(C=C1)C=O)C)(F)F